C(C=C)OC(C)(CCCCCCCCCC)OCC=C dodecanone diallyl acetal